[Cr]1CCCC1 chromacyclopentane